P(=O)(O)(O)C1=CC=C(C=C1)C(=C(C1=CC=C(C=C1)P(=O)(O)O)C1=CC=C(C=C1)P(=O)(O)O)C1=CC=C(C=C1)P(=O)(O)O 1,1,2,2-Tetrakis[4-phosphonophenyl]ethylene